4-(3'-Cyclopropyl-[1,1'-biphenyl]-4-yl)-N-(2-ethynyl-thiazol-4-yl)piperazine-1-carboxamide C1(CC1)C=1C=C(C=CC1)C1=CC=C(C=C1)N1CCN(CC1)C(=O)NC=1N=C(SC1)C#C